Tris[[3-[2-(dimethylamino)ethyl]-1H-indol-4-yl]oxy]-hydroxyphosphanium CN(CCC1=CNC2=CC=CC(=C12)O[P+](O)(OC1=C2C(=CNC2=CC=C1)CCN(C)C)OC1=C2C(=CNC2=CC=C1)CCN(C)C)C